N1(CCOCC1)C1=CC=C2C(=NC=NC2=C1)C=1C=C(C=NC1)C(O)C=1SC=CN1 [5-(7-Morpholin-4-ylquinazolin-4-yl)-pyridin-3-yl]thiazol-2-ylmethanol